ClC1=NC=2N(C(=C1)Cl)C=CC2C(=O)OCC ethyl 2,4-dichloropyrrolo[1,2-a]pyrimidine-8-carboxylate